2-(thiophen-3-yl)acetamide hydrochloride Cl.S1C=C(C=C1)CC(=O)N